Cl.C(C)(C)(C)OC(=O)NC1CCN(CC1)C1=NC(=CC(=C1)OCCCCCCC(=O)OC)C1=CC(=C(C=C1)C#N)F methyl 7-((2-(4-((tert-butoxycarbonyl)amino)piperidin-1-yl)-6-(4-cyano-3-fluorophenyl)pyridin-4-yl)oxy)heptanoate hydrochloride